2-benzyl-8-(1H-indole-5-carbonyl)-2,8-diazaspiro[4.5]decan-1-one C(C1=CC=CC=C1)N1C(C2(CC1)CCN(CC2)C(=O)C=2C=C1C=CNC1=CC2)=O